C(C1=CC=CC=C1)OC1=C(C(=O)N(CC)C2=CC=C(C=C2)C2=CC(=C(C(=C2)N(C2CCOCC2)CC)C)C(=O)OC)C=C(C(=C1)OCC1=CC=CC=C1)C(C)C Methyl 4'-(2,4-bis(benzyloxy)-N-ethyl-5-isopropylbenzamido)-5-(ethyl(tetrahydro-2H-pyran-4-yl)amino)-4-methyl-[1,1'-biphenyl]-3-carboxylate